Butyl 6-aminocaproate NCCCCCC(=O)OCCCC